ClC1(C(N(C2=C(O1)C=C(C(=C2)C2=C(C(=C(C(=C2F)F)F)F)F)F)CC#C)=O)Cl 2,2-dichloro-7-fluoro-6-(perfluorophenyl)-4-(prop-2-yn-1-yl)-2H-benzo[b][1,4]oxazin-3(4H)-one